N-(2,3-dihydro-1H-inden-1-yl)-5-fluoro-2-methoxynicotinamide C1(CCC2=CC=CC=C12)NC(C1=C(N=CC(=C1)F)OC)=O